NC1CCN(CC1)S(=O)(=O)C=1C=C(C(=O)NC=2N=CC3=CC=C(C=C3C2)C=2C=NN(C2)C)C=CC1F 3-((4-aminopiperidin-1-yl)sulfonyl)-4-fluoro-N-(6-(1-methyl-1H-pyrazol-4-yl)isoquinolin-3-yl)benzamide